C1(CC1)C1=NC=NC(=C1C1=NCC=2C(=N1)N(NC2)CC=2C=NC(=CC2)N2N=C(CC2OC)C(F)(F)F)OC 6-(4-cyclopropyl-6-methoxypyrimidin-5-yl)-1-((6-(5-methoxy-3-(trifluoromethyl)4H-pyrazol-1-yl)pyridin-3-yl)methyl)4H-pyrazolo[3,4-d]pyrimidine